CC=1C=C(C=NC1OCC1(CC1)C(F)(F)F)C(=O)N1CCN(CC1)C=1OC=2C(=NC(=CC2)C)N1 (5-methyl-6-((1-(trifluoromethyl)cyclopropyl)methoxy)pyridin-3-yl)(4-(5-methyloxazolo[4,5-b]pyridin-2-yl)piperazin-1-yl)methanone